FC(C1=NN=C(O1)NCC1=C(C=C(C=C1)C1=C2C(=NC=C1)NC(=N2)C=2C=NN(C2)C)F)F 5-(Difluoromethyl)-N-(2-fluoro-4-(2-(1-methyl-1H-pyrazol-4-yl)-3H-imidazo[4,5-b]pyridin-7-yl)benzyl)-1,3,4-oxadiazol-2-amine